C(C)NC1=CC(=CC(=N1)CNC(OC(C)(C)C)=O)C1=C(C=NN1C)C1=NN=CN1C tert-Butyl ((6-(ethylamino)-4-(1-methyl-4-(4-methyl-4H-1,2,4-triazol-3-yl)-1H-pyrazol-5-yl) pyridin-2-yl)methyl)carbamate